3-(5-(((1S,2R)-2-((S)-3-methoxypyrrolidin-1-yl)cyclopentyl)oxy)-1-oxoisoindolin-2-yl)piperidine-2,6-dione CO[C@@H]1CN(CC1)[C@H]1[C@H](CCC1)OC=1C=C2CN(C(C2=CC1)=O)C1C(NC(CC1)=O)=O